5-((2-((3r,4r)-3-amino-4-fluoro-1-piperidinyl)-5,7-difluoro-1H-benzoimidazol-1-yl)methyl)-2-pyrazinecarbonitrile N[C@@H]1CN(CC[C@H]1F)C1=NC2=C(N1CC=1N=CC(=NC1)C#N)C(=CC(=C2)F)F